OC=1C(=NC=C(C1)C1=C(C(=NO1)C1=CC=CC=C1)C1=CC=CC=C1)C(=O)NCC(=O)O 3-Hydroxy-5-(3,4-diphenylisoxazol-5-yl)picolinoyl-glycine